COC1=CC=C(C=C1)N1C(C=2C(=NC=3C=CC(=CC3C2C1=O)S(=O)(=O)N1CCCCC1)C)=O 2-(4-methoxyphenyl)-4-methyl-8-(piperidine-1-sulfonyl)-1H,2H,3H-pyrrolo[3,4-c]quinoline-1,3-dione